CC1=CC=C(C=C1)S(=O)(=O)OC[C@@H]1OCC1 |r| racemic-oxetan-2-ylmethyl 4-methylbenzenesulfonate